(S)-6-((S,E)-4-(dimethylamino)pent-2-enoyl)-4-(2-(1-ethyl-3-(trifluoromethyl)-1H-pyrazol-4-yl)phenyl)-4,5,6,7-tetrahydrothieno[2,3-c]pyridine-2-carbonitrile CN([C@H](/C=C/C(=O)N1CC2=C([C@@H](C1)C1=C(C=CC=C1)C=1C(=NN(C1)CC)C(F)(F)F)C=C(S2)C#N)C)C